FC=1C=NC2=CC=CC=C2C1N1CCN(CC1)C(C=CC(C)=O)=O 3-fluoro-4-(4-(4-oxopent-2-enoyl)piperazin-1-yl)quinoline